C([O-])([O-])=O.C([O-])([O-])=O.C([O-])([O-])=O.[Ca+2].[Ca+2].[Ca+2] calcium tri-carbonate